3,3,3-trifluoro-2-oxopropanal FC(C(C=O)=O)(F)F